5-Chloro-N-(2-(methylsulfonyl)ethyl)-7-morpholinothiazolo[4,5-d]pyrimidin-2-amine ClC=1N=C(C2=C(N1)N=C(S2)NCCS(=O)(=O)C)N2CCOCC2